FC=1C=C(C(=C(C1)C)I)[N+](=O)[O-] 5-fluoro-2-iodo-1-methyl-3-nitrobenzene